6-(azetidin-1-ylmethyl)-2-iminooctanoic acid N1(CCC1)CC(CCCC(C(=O)O)=N)CC